(3S,7aR,11aR)-3-isopropyl-9-[3-[4-(trifluoromethyl)phenyl]propyl]-2,3,6,7,7a,8,10,11-octahydrooxazolo[2,3-j][1,6]naphthyridin-5-one C(C)(C)[C@H]1CO[C@@]23CCN(C[C@H]3CCC(N21)=O)CCCC2=CC=C(C=C2)C(F)(F)F